BrC=1C=C(C=CC1)C=1NC=NN1 5-(3-bromophenyl)-4H-1,2,4-triazole